2-(7-(diethylamino)-4-methyl-2-oxo-2H-chromen-3-yl)ethyl (piperidin-4-ylmethyl)carbamate N1CCC(CC1)CNC(OCCC=1C(OC2=CC(=CC=C2C1C)N(CC)CC)=O)=O